C1(CCCC1)C=1C=2CCN(C(C2C(=C2C1OC(O2)(C)C21CCC(CC2)(CC1)N(C)C)C)=O)CC=1C(NC(=CC1C)C)=O 9-cyclopentyl-6-((4,6-dimethyl-2-oxo-1,2-dihydropyridin-3-yl)methyl)-2-(4-(dimethylamino)bicyclo[2.2.2]octan-1-yl)-2,4-dimethyl-7,8-dihydro-[1,3]dioxolo[4,5-g]isoquinolin-5(6H)-one